CC(CC(CCC(C)=O)=O)CCC(=CC)C 7,10-Dimethyldodecane-10-ene-2,5-dione